[N+](=O)([O-])C1=C(C(=C(C(=C1O)[N+](=O)[O-])O)[N+](=O)[O-])O trinitrophloroglucinol